2-chloro-6-(4-{6-[(cyclopropylmethyl)amino]-1'-methyl-6'-oxo-1',6'-dihydro-[3,4'-bipyridine]-3'-yl}-1H-pyrazol-1-yl)benzonitrile ClC1=C(C#N)C(=CC=C1)N1N=CC(=C1)C1=CN(C(C=C1C=1C=NC(=CC1)NCC1CC1)=O)C